1-(((3S)-1-((3-cyano-1-azetidinyl)sulfonyl)-3-piperidinyl)carbonyl)-N-((1R)-1-(5-fluoro-2-methoxyphenyl)ethyl)-D-prolinamide C(#N)C1CN(C1)S(=O)(=O)N1C[C@H](CCC1)C(=O)N1[C@H](CCC1)C(=O)N[C@H](C)C1=C(C=CC(=C1)F)OC